methyl 2-bromo-5-((5-methyl-4-((3-methylcyclohexyl)amino)pyrimidin-2-yl)amino)benzoate BrC1=C(C(=O)OC)C=C(C=C1)NC1=NC=C(C(=N1)NC1CC(CCC1)C)C